[Si]=O.[Si] Silicon-silicon oxide